4-((diethylamino)(4-(2',3',4',5'-tetrahydro-[1,1'-biphenyl]-4-yl)-1H-benzo[d]imidazol-2-yl)methyl)benzoic acid C(C)N(CC)C(C1=CC=C(C(=O)O)C=C1)C1=NC2=C(N1)C=CC=C2C2=CC=C(C=C2)C=2CCCCC2